FC1=C(C(=CC=C1)F)C=1OC2=C(C(C1C)=O)C=C(C=C2[C@@H](C)NC=2C(=NC=CC2)C2=C(C=CC=C2)F)C 2-(2,6-difluorophenyl)-8-[(1R)-1-[[2-(2-fluorophenyl)-3-pyridyl]amino]ethyl]-3,6-dimethyl-benzopyran-4-one